4-(2-furyl)-2-(2-methoxyethylamino)-6-[[3-(trifluoromethyl)phenyl]methylamino]pyrimidine-5-carbonitrile O1C(=CC=C1)C1=NC(=NC(=C1C#N)NCC1=CC(=CC=C1)C(F)(F)F)NCCOC